NC=1N=NC(=CC1C=1C=NN(C1)CC(=O)OC(C)(C)C)C1=C(C=CC=C1)O tert-butyl 2-(4-(3-amino-6-(2-hydroxyphenyl)pyridazin-4-yl)-1H-pyrazol-1-yl)acetate